1-[3-(6-amino-1,2-diazin-3-yl)prop-2-ynyl]-3-[3,5-bis(trifluoromethyl)pyridin-2-yl]-7-fluoro-2,3,4,5-tetrahydro-1H-1-benzazepin-2-one NC1=CC=C(N=N1)C#CCN1C(C(CCC2=C1C=CC(=C2)F)C2=NC=C(C=C2C(F)(F)F)C(F)(F)F)=O